C(C)(C)(C)OC(=O)N1C(C2=C(C=CC=C2C1C1=NC(=NC=C1CC)N)NC1=NC=C(C=C1)N1CCN(CC1)C)=O (2-amino-5-ethylpyrimidin-4-yl)-7-((5-(4-methylpiperazin-1-yl)pyridin-2-yl)amino)-1-oxoisoindoline-2-carboxylic acid tert-butyl ester